4-methoxypyrazolo[1,5-a]pyrazine-3-carbaldehyde COC=1C=2N(C=CN1)N=CC2C=O